2-(2,6-dioxopiperidin-3-yl)-5-(methyl((1S,2R)-2-(methylamino)-2,3-dihydro-1H-inden-1-yl)amino)isoindoline-1,3-dione O=C1NC(CCC1N1C(C2=CC=C(C=C2C1=O)N([C@@H]1[C@@H](CC2=CC=CC=C12)NC)C)=O)=O